S(=O)(=O)([O-])C1=CC=C(C)C=C1.C(CCCCCCCCCCCCC)[N+](C)(CCCCCCCCCCCCCC)CCCCCCCCCCCCCC tritetradecylmethyl-ammonium tosylate